FC1=CC=C(C=C1)[C@H](C1CCN(CC1)C(=O)N1C[C@@H]2[C@@H](OCC(N2)=O)CC1)C1=CC=C(C=C1)OC |o1:7| (4aR,8aS)-6-(4-((R or S)-(4-Fluorophenyl)(4-methoxyphenyl)methyl)piperidine-1-carbonyl)hexahydro-2H-pyrido[4,3-b][1,4]oxazin-3(4H)-one